5-chloro-N-((1r,4r)-4-((3-(2,3-dihydro-[1,4]dioxino[2,3-b]pyridin-7-yl)-2-oxo-2,3-dihydro-1H-benzo[d]imidazol-1-yl)methyl)cyclohexyl)-2-methylnicotinamide ClC=1C=NC(=C(C(=O)NC2CCC(CC2)CN2C(N(C3=C2C=CC=C3)C=3C=C2C(=NC3)OCCO2)=O)C1)C